7-(4-propyloxy-phenylethynyl)-3,3-dimethyl-3,4-dihydro-2H-benzo[b][1,4]dioxepine C(CC)OC1=CC=C(C=C1)C#CC1=CC2=C(OCC(CO2)(C)C)C=C1